2,2,3,3-tetrafluoro-4-hydroxybutyl 4-methylbenzenesulfonate CC1=CC=C(C=C1)S(=O)(=O)OCC(C(CO)(F)F)(F)F